C1(CC1)CN1C(=CC=2C1=NC=CC2)C2=NN1C(C(=NC(=C1)C(=O)N1CC3(C1)CNC3)OC)=C2C (2-(1-(cyclopropylmethyl)-1H-pyrrolo[2,3-b]pyridin-2-yl)-4-methoxy-3-methylpyrazolo[1,5-a]pyrazin-6-yl)(2,6-diazaspiro[3.3]hept-2-yl)methanone